3-(chroman-8-yl)propan-1-ol O1CCCC2=CC=CC(=C12)CCCO